1-(5-((2,3-dihydrobenzo[b][1,4]dioxin-5-yl)amino)-7-(methylamino)pyrazolo[1,5-a]pyrimidin-3-yl)-3-(3-fluorocyclobutyl)urea O1C2=C(OCC1)C(=CC=C2)NC2=NC=1N(C(=C2)NC)N=CC1NC(=O)NC1CC(C1)F